OC[C@H]1N(CCCC1)C(=O)C1=C(C=C(C(=C1)OC)O[Si](C(C)C)(C(C)C)C(C)C)NC(OCC1=CC=C(C=C1)NC([C@H](C)NC([C@H](C(C)C)NC(=O)OCC=C)=O)=O)=O 4-((S)-2-((S)-2-(((Allyloxy)carbonyl)amino)-3-methylbutan-amido)propanamido)benzyl (2-((S)-2-(hydroxymethyl)piperidine-1-carbonyl)-4-methoxy-5-((triisopropylsilyl)oxy)phenyl)carbamate